ClC1=CC=C(C=N1)S(=O)(=O)N(CC1=CC=C(C=C1)OC)CC1=CC=C(C=C1)OC 6-chloro-N,N-bis[(4-methoxyphenyl)methyl]pyridine-3-sulfonamide